3,4-dihydro-2H-pyran-3,4-diyl diacetate C(C)(=O)OC1COC=CC1OC(C)=O